OC1=C(C=CC(=C1)C(F)(F)F)C=1C(=NC=2C(N1)=NN(C2)[C@@H]2CCC(N(C2)C)=O)C (R)-5-(6-(2-hydroxy-4-(trifluoromethyl)phenyl)-5-methyl-2H-pyrazolo[3,4-b]pyrazin-2-yl)-1-methylpiperidin-2-one